C(CCCCCCC)C(C(=O)[O-])(CCCCC(C)(C)C)CCCCCCCC.[Sn+4].C(CCCCCCC)C(C(=O)[O-])(CCCCC(C)(C)C)CCCCCCCC.C(CCCCCCC)C(C(=O)[O-])(CCCCC(C)(C)C)CCCCCCCC.C(CCCCCCC)C(C(=O)[O-])(CCCCC(C)(C)C)CCCCCCCC tin dioctylneodecanoate